(12R)-6,18-bis(trifluoromethyl)-22-oxa-3,4,16,21-tetraazatetracyclo[15.3.1.12,5.012,16]docosa-1(21),2,4,17,19-pentaen-20-amine FC(C1C2=NN=C(C=3C(=CC(=C(N4CCC[C@H]4CCCCC1)N3)C(F)(F)F)N)O2)(F)F